BrC1=CC2=C(OCCC(N2)=O)C=C1 7-bromo-2,3-dihydrobenzo[b][1,4]oxazepine-4(5H)-one